p-[bis(2-chloroethyl)amino]phenylamide ClCCN(C1=CC=C(C=C1)[NH-])CCCl